2-((6-(4-((4-cyano-2-isopropoxybenzyl)oxy)pyrimidin-2-yl)-3-azabicyclo[4.1.0]heptan-3-yl)methyl)-4-methoxy-1-(((S)-oxetan-2-yl)methyl)-1H-benzo[d]imidazole-6-carboxylic acid C(#N)C1=CC(=C(COC2=NC(=NC=C2)C23CCN(CC3C2)CC2=NC3=C(N2C[C@H]2OCC2)C=C(C=C3OC)C(=O)O)C=C1)OC(C)C